[Li].S1(=O)(=O)OCCO1 ethylene sulfate, lithium salt